tert-butyl (R)-(4-(6-(6-(2-(ethyl(isopropyl)carbamoyl)-4-fluorophenoxy)-1,2,4-triazin-5-yl)-2,6-diazaspiro[3.4]octan-2-yl)-5-methylhexyl)(methyl)carbamate C(C)N(C(=O)C1=C(OC2=C(N=CN=N2)N2CC3(CN(C3)[C@H](CCCN(C(OC(C)(C)C)=O)C)C(C)C)CC2)C=CC(=C1)F)C(C)C